2,4-dimethylphenylphenylphosphine oxide CC1=C(C=CC(=C1)C)P(C1=CC=CC=C1)=O